BrC1=CC=2CC3=CC=CC=C3C2C=C1 2-bromofluorene